1-Phenoxyethyl Acrylat C(C=C)(=O)OC(C)OC1=CC=CC=C1